P(=O)(OC\C=C\CBr)(OCCCCCCCCC)O (e)-4-bromobut-2-en-1-yl nonyl hydrogen phosphate